CC1C2=C(NC(N1CC(=O)O)=O)C=CC=N2 2-(4-methyl-2-oxo-1,4-dihydropyrido[3,2-d]pyrimidin-3(2H)-yl)acetic acid